tert-butyl (1R,4R)-5-(5-(3-fluoro-2-(2-fluoro-6-methoxyphenyl) isonicotinamido)-1,2-dimethyl-1H-benzo[d]imidazol-4-yl)-2,5-diazabicyclo[2.2.1]heptane-2-carboxylate FC1=C(C(=O)NC2=C(C3=C(N(C(=N3)C)C)C=C2)N2[C@H]3CN([C@@H](C2)C3)C(=O)OC(C)(C)C)C=CN=C1C1=C(C=CC=C1OC)F